(±)-4-(((5-chloro-1-isopropyl-3-methyl-1H-pyrazolo[4,3-b]pyridin-7-yl)amino)methyl)-1-methylpyrrolidin-2-one ClC1=CC(=C2C(=N1)C(=NN2C(C)C)C)NC[C@H]2CC(N(C2)C)=O |r|